4-(6,7-dimethoxyquinolin-4-yl)-1,4-diazepan-1-sulfonamide COC=1C=C2C(=CC=NC2=CC1OC)N1CCN(CCC1)S(=O)(=O)N